2-Ethyl-5-((4-(4-(trifluoromethyl)piperidin-1-yl)phenyl)amino)isoindolin-1-one calcium magnesium lithium strontium [Sr].[Li].[Mg].[Ca].C(C)N1C(C2=CC=C(C=C2C1)NC1=CC=C(C=C1)N1CCC(CC1)C(F)(F)F)=O